C12CN(CC(O1)C2)C2=NNC1=C2C=NC(=C1)NC(C)=O N-(3-(6-oxa-3-azabicyclo[3.1.1]hept-3-yl)-1H-pyrazolo[4,3-c]pyridin-6-yl)acetamide